C(C)(C)(C)N1CCC(CC1)OC1=NC(=C(C=C1)Br)CC1=C(C=C(C=C1)Cl)F tert-butyl-4-((5-bromo-6-(4-chloro-2-fluorobenzyl)pyridin-2-yl)oxy)piperidine